BrC1=CC=C(C=N1)N1N=C(C=2CN(CCC21)C(=O)OC(C)(C)C)CO tert-butyl 1-(6-bromopyridin-3-yl)-3-(hydroxymethyl)-1,4,6,7-tetrahydro-5H-pyrazolo[4,3-c]pyridine-5-carboxylate